8-bromo-6-fluoro-1-methyl-1,2,3,4-tetrahydronaphthalene BrC=1C=C(C=C2CCCC(C12)C)F